C(C)(CC)OC(OC(C)CC)[SiH2]CC[Si](OC(C)CC)(OC(C)CC)OC(C)CC 1-(di-sec-butoxymethylsilyl)-2-(tri-sec-butoxysilyl)ethane